N1C=NC(=C1)CCNCC(COC1=CC=CC=2NC3=CC=CC=C3C12)O 1-((2-(1H-imidazol-4-yl)ethyl)amino)-3-((9H-carbazol-4-yl)oxy)propan-2-ol